[N+](=O)([O-])C1=CC=C(C=N1)N1CCC(CC1)N1CCSCC1 4-[1-(6-nitro-3-pyridyl)-4-piperidyl]thiomorpholine